FC(OC1=CC=C(C=C1)N1CCN(CC1)C1C(OCC1)=O)(F)F 3-(4-(4-(trifluoromethoxy)phenyl)piperazin-1-yl)-dihydrofuran-2(3H)-one